O1COC2=C1C=CC(=C2)C2=NC(=C1C(=N2)N(N=C1)C1=CC=C(C=C1)C)NC(=O)C=1SC(=CC1)[N+](=O)[O-] N-(6-(benzo[d][1,3]dioxol-5-yl)-1-(p-tolyl)-1H-pyrazolo[3,4-d]pyrimidin-4-yl)-5-nitrothiophene-2-carboxamide